FC=1C=C2C=CN=C(C2=CC1)CN(CCCCN)C=1C=CC=C2C=CC=NC12 N1-((6-fluoroisoquinolin-1-yl)methyl)-N1-(quinolin-8-yl)butane-1,4-diamine